NC1=C(C2=C(N=CS2)C(=C1)C1=CC=C(C=C1)OC(F)(F)F)C#N 6-Amino-4-(4-(trifluoromethoxy)phenyl)benzo[d]thiazole-7-carbonitrile